CC1=CC=C(C(=N1)C(F)(F)F)N1C=NC(=C1)C1=NC(=NC=C1C(F)(F)F)NC1CCN(CC1)S(=O)(=O)C 4-(1-(6-methyl-2-(trifluoromethyl)pyridin-3-yl)-1H-imidazol-4-yl)-N-(1-(methylsulfonyl)piperidin-4-yl)-5-(trifluoromethyl)pyrimidin-2-amine